C(C1=CC=CC=C1)N1C[C@H]([C@@H](C1)O[Si](C)(C)C(C)(C)C)O[Si](C)(C)C(C)(C)C (3R,4R)-1-benzyl-3,4-bis((tert-butyldimethylsilyl)oxy)pyrrolidine